C(C)OC(C(F)(F)F)C1=CC=C(C2=C1N=C(O2)C21CNCC(CC2)N1C(=O)[O-])C=1SC=CN1 5-(1-ethoxy-2,2,2-trifluoroethyl-7-(thiazol-2-yl)benzo[d]oxazol-2-yl)-3,8-diazabicyclo[3.2.1]octane-8-carboxylate